[Si](C)(C)(C(C)(C)C)O[C@H]1[C@@](OCC=C)(O[C@@H]([C@@H]([C@@H]1OOC)O)C)CC1=CC=CC=C1 O-Allyl 2-O-t-butyldimethylsilyl-3-O-methoxybenzyl-α-D-fucopyranoside